cis-methyl 2-((3-amino-5-methoxyphenoxy)methyl)-2-fluorocyclopropane-carboxylate NC=1C=C(OC[C@]2([C@@H](C2)C(=O)OC)F)C=C(C1)OC